CC(C[C@H](NC(CC1=CC=CC=C1)=O)C1=NOCC1)C 3-((S)-3-methyl-1-(2-phenylacetamido)butyl)-4,5-dihydroisoxazole